6-bromo-4-methoxypyrazolo[1,5-a]pyridin-3-amine BrC=1C=C(C=2N(C1)N=CC2N)OC